N-((S*)-(2-((S)-Amino(4,4-difluorocyclohexyl)methyl)imidazo[1,2-b]pyridazin-7-yl)(1-cyanocyclobutyl)methyl)-2-(3,3-difluorocyclobutyl)acetamide N[C@H](C=1N=C2N(N=CC(=C2)[C@H](NC(CC2CC(C2)(F)F)=O)C2(CCC2)C#N)C1)C1CCC(CC1)(F)F |o1:10|